C(C)(C)NC1=C(C#N)C=C(C=C1)C=1OC(=NN1)C=1C=NC=CC1 2-(isopropylamino)-5-(5-(pyridin-3-yl)-1,3,4-oxadiazol-2-yl)benzonitrile